S(=O)(=O)(O)C(C(=O)OCCCCCCCC(C)C)CC(=O)OCCCCCCCC(C)C.[Na] Sodium di(isodecyl) sulfosuccinate